rac-dimethylsilylbis(indenyl)zirconium dichloride [Cl-].[Cl-].C[SiH](C)[Zr+2](C1C=CC2=CC=CC=C12)C1C=CC2=CC=CC=C12